FC1([C@@H](CN(CC1)[C@H](C(=O)NC=1SC2=C(N1)C=C1C(=C2)OC(O1)(F)F)C)C=1C2=C(C(NC1)=O)COC2)F (S)-2-((R)-4,4-difluoro-3-(4-oxo-1,3,4,5-tetrahydrofuro[3,4-c]pyridin-7-yl)piperidin-1-yl)-N-(2,2-difluoro-[1,3]dioxolo[4',5':4,5]benzo[1,2-d]thiazol-6-yl)propanamide